C(CCCCCCCCCCC)C12C=CC(CC1)C2 dodecylbicyclo[2.2.1]hept-2-ene